CC=1N=CC(=NC1)C(=O)N 5-methyl-pyrazine-2-carboxamide